C(C)OC(C=NOC)=O 2-methoxyiminoacetic acid ethyl ester